CC1=C(C(=CC=C1)C)C1=NC(=NC(=C1)OC1=CC=C(C=C1)N1CCOCCC1)NS(=O)(=O)C=1C=NN(C1)C N-[4-(2,6-Dimethylphenyl)-6-[4-(1,4-oxazepan-4-yl)phenoxy]pyrimidin-2-yl]-1-methyl-pyrazole-4-sulfonamide